C(C1CO1)OCCC[Si](OCC)(OCC)C (3-Glycidyloxypropyl)methyldiethoxysilan